BrCCOC=1C=NC(=NC1)C#N 5-(2-bromoethoxy)pyrimidine-2-carbonitrile